(E)-3-(3-((diethoxyphosphoryl)difluoromethyl)phenyl)-2-methylacrylic Acid C(C)OP(=O)(OCC)C(C=1C=C(C=CC1)/C=C(/C(=O)O)\C)(F)F